N1C=NC(=C1)C(=O)N imidazole-4-amide